3-(5-(4-(1-(4-amino-3-methoxybenzoyl)piperidin-4-yl)piperazin-1-yl)-1-oxoisoindolin-2-yl)piperidine-2,6-dione NC1=C(C=C(C(=O)N2CCC(CC2)N2CCN(CC2)C=2C=C3CN(C(C3=CC2)=O)C2C(NC(CC2)=O)=O)C=C1)OC